6-(biphenyl-3-yl)-4-[3,5-bis(9H-carbazole-9-yl)phenyl]-2-phenylpyrimidine C1(=CC(=CC=C1)C1=CC(=NC(=N1)C1=CC=CC=C1)C1=CC(=CC(=C1)N1C2=CC=CC=C2C=2C=CC=CC12)N1C2=CC=CC=C2C=2C=CC=CC12)C1=CC=CC=C1